(S)-2-[2-(1,1-difluoropropyl)-5-fluoro-4-styrenyloxy]propionic acid FC(CC)(F)C1=C(C=C)C=C(C(=C1)O[C@H](C(=O)O)C)F